C1(C(CCCC1)C(=O)[O-])C(=O)[O-].[Sr+2] Strontium cyclohexane-1,2-dicarboxylate